1-tert-butyl 3,4-dimethyl pyrrolidine-1,3,4-tricarboxylate N1(CC(C(C1)C(=O)OC)C(=O)OC)C(=O)OC(C)(C)C